N-methylsulfonyl-N-[5-[4-(1-phenylethylamino)quinazolin-6-yl]-3-pyridyl]methanesulfonamide CS(=O)(=O)N(S(=O)(=O)C)C=1C=NC=C(C1)C=1C=C2C(=NC=NC2=CC1)NC(C)C1=CC=CC=C1